BrC=1C=CCN(C1Cl)C 5-bromo-6-chloro-N-methylpyridine